C1(CC1)CN1C(=NC2=C1C=CC=C2)NC(CC2=CC(=C(OC1=NC=CC=C1C(=O)N)C=C2)F)=O 2-(4-(2-((1-(cyclopropylmethyl)-1H-benzo[d]imidazol-2-yl)amino)-2-oxoethyl)-2-fluorophenoxy)pyridine-3-carboxamide